BrC=1C(=NN2C1CN(CC2)C(C)=O)C2=CC=C(C=C2)F 1-(3-bromo-2-(4-fluorophenyl)-6,7-dihydropyrazolo[1,5-a]pyrazin-5(4H)-yl)ethan-1-one